C1(=CC=CC=C1)C(CC)C1=CC=CC=2N=C(NC21)C2=CC=C(C=C2)C 1-Phenylpropyl-2-(p-tolyl)-benzo[d]imidazole